C(C1=CC=CC=C1)N1N=C2C(NCCC2=C1Cl)=O 2-Benzyl-3-chloro-7-oxo-2,4,5,7-tetrahydro-6H-pyrazolo[3,4-c]pyridine